Cl.CN(C)CC1(CCNCC1)O 4-((dimethylamino)methyl)piperidin-4-ol hydrochloride